COC=1C=C2C(=NC=NC2=CC1)N1CCN(CCC1)S(=O)(=O)N 4-(6-methoxyquinazolin-4-yl)-1,4-diazepan-1-sulfonamide